aminocinnamic Acid NC(C(=O)O)=CC1=CC=CC=C1